BrC1=C(N=C(C=2N1N=CC2)N2CCC1(CC2)[C@@H](C=2C(=NC=CC2)C1)N)C (5S)-1'-(7-bromo-6-methyl-pyrazolo[1,5-a]pyrazin-4-yl)spiro[5,7-dihydro-cyclopenta[b]pyridin-6,4'-piperidin]-5-amine